(4-methyl-1,3-thiazol-2-yl)methylamine CC=1N=C(SC1)CN